CON(C(=O)C1CC(C1)C(F)(F)F)C (1s,3s)-N-methoxy-N-methyl-3-(trifluoromethyl)cyclobutane-1-carboxamide